Perfluorobutyronitril FC(C#N)(C(C(F)(F)F)(F)F)F